N=1C=CN2C1N=CC(=C2)N imidazo[1,2-a]pyrimidin-6-amine